FC1(N(CCC=C1C1=NSN=C1OC(CCCCC)(F)F)C)F 3-(2,2-difluoro-1-methyl-1,2,5,6-tetrahydropyridin-3-yl)-4-((1,1-difluorohexyl)oxy)-1,2,5-thiadiazole